ClC1=C(C(=CC=C1)Cl)C1CN(C1)C1=CC(=C(CN2CCC(CC2)C(=O)O)C(=C1)C)C 1-(4-(3-(2,6-dichlorophenyl)azetidin-1-yl)-2,6-dimethylbenzyl)piperidine-4-carboxylic acid